COC=CCC(CCC=C(C)C)C 1-methoxy-4,8-dimethylnona-1,7-diene